COC=1C=C2C(=NC=NC2=CC1OC)OC1=C(C=C(C=C1)C1C=2N(CCC1)N(C(C2C(=O)N)=O)C2=C(C=CC=C2)F)F (4-((6,7-dimethoxyquinazolin-4-yl)oxy)-3-fluorophenyl)-1-(2-fluorophenyl)-2-oxo-1,2,4,5,6,7-hexahydropyrazolo[1,5-a]pyridine-3-carboxamide